3-pyridinecarboxamide N1=CC(=CC=C1)C(=O)N